(2S)-2-amino-3-(5-bromo-2-methylphenyl)propionic acid N[C@H](C(=O)O)CC1=C(C=CC(=C1)Br)C